tert-Butyl [4-(4-{[4-(benzyloxy)phenyl](methyl)carbamoyl}-1,5-dimethyl-1H-pyrrol-2-yl)-3-{[(3R)-3-methyl-3,4-dihydroisoquinolin-2(1H)-yl]carbonyl}benzyl]-carbamate C(C1=CC=CC=C1)OC1=CC=C(C=C1)N(C(=O)C=1C=C(N(C1C)C)C1=C(C=C(CNC(OC(C)(C)C)=O)C=C1)C(=O)N1CC2=CC=CC=C2C[C@H]1C)C